ClCCC[Si](OCC)(CCCC)CCCC chloropropyl-dibutyl-ethoxysilane